ClC1=NN2C(N=CC3=C2C(C[C@H]3C(=O)NC=3C=NC(=C(C3)C)N3N=CC=N3)(C)C)=C1 (R)-2-chloro-8,8-dimethyl-N-(5-methyl-6-(2H-1,2,3-triazol-2-yl)pyridin-3-yl)-7,8-dihydro-6H-cyclopenta[e]pyrazolo[1,5-a]pyrimidine-6-carboxamide